(R)-1-(2-chloropyridin-3-yl)ethyl (4-(5-((1s,3S)-3-cyano-1-methylcyclobutane-1-carboxamido)pyridin-2-yl)-1-methyl-1H-1,2,3-triazol-5-yl)carbamate C(#N)C1CC(C1)(C(=O)NC=1C=CC(=NC1)C=1N=NN(C1NC(O[C@H](C)C=1C(=NC=CC1)Cl)=O)C)C